5-(4-benzoylpiperazin-1-yl)quinolin-8-sulfonamide C(C1=CC=CC=C1)(=O)N1CCN(CC1)C1=C2C=CC=NC2=C(C=C1)S(=O)(=O)N